NC1=NC(=C(C=C1C=1C=C2CCNC(C2=CC1)=O)C1=CC=C(C=C1)C1(CCN(CC1)CCOC)F)F 6-(2-amino-6-fluoro-5-(4-(4-fluoro-1-(2-methoxyethyl)piperidin-4-yl)phenyl)pyridin-3-yl)-3,4-dihydroisoquinolin-1(2H)-one